5,6-dichloro-2-(4-nitrophenyl)-1H-benzo[d]imidazole ClC1=CC2=C(NC(=N2)C2=CC=C(C=C2)[N+](=O)[O-])C=C1Cl